BrC1=C(C(=CC=C1)C(C)(\C=C\C1=C(C=C(C=C1)Cl)F)O)O (E)-2-bromo-6-(4-(4-chloro-2-fluorophenyl)-2-hydroxybut-3-en-2-yl)phenol